(S)-(1,3-dimethyl-1H-1,2,4-triazol-5-yl)(4-(7-fluorobenzo[d]oxazol-2-yl)-6,7-dihydro-1H-imidazo[4,5-c]pyridin-5(4H)-yl)methanone CN1N=C(N=C1C(=O)N1[C@@H](C2=C(CC1)NC=N2)C=2OC1=C(N2)C=CC=C1F)C